methyl (2S,4R)-4-azidopyrrolidine-2-carboxylate hydrochloride Cl.N(=[N+]=[N-])[C@@H]1C[C@H](NC1)C(=O)OC